5-(3-fluoro-4-methylphenyl)-5-methoxymethylimidazolidine-2,4-dione FC=1C=C(C=CC1C)C1(C(NC(N1)=O)=O)COC